tert-butyl N-[2-(methylamino)hexyl]carbamate CNC(CNC(OC(C)(C)C)=O)CCCC